FC[C@](N)(CC1=CNC=N1)C(=O)O alpha-fluoromethylhistidine